4-benzylazidobenzoic acid C(C1=CC=CC=C1)C1=CC(=C(C(=O)O)C=C1)N=[N+]=[N-]